C(C)C1=C(C(=O)NN)C=C(C=N1)C1=C(C=CC(=C1)O)F ethyl-5-(2-fluoro-5-hydroxyphenyl)nicotinohydrazide